18-(benzyloxy)-18-oxooctadeca-7-yl hexanoate C(CCCCC)(=O)OC(CCCCCC)CCCCCCCCCCC(=O)OCC1=CC=CC=C1